NC=1N=C(CC(N1)=O)C1CC1 2-amino-6-cyclopropylpyrimidin-4(5H)-one